Cl.O1[C@@H]2[C@@H](NC(C1)=O)CNCC2 (4aS,8aS)-hexahydro-2H-pyrido[4,3-b][1,4]Oxazin-3(4H)-one hydrochloride